8-bromo-2,4-diphenyl-benzo[4,5]Furano[3,2-d]Pyrimidine BrC=1C=CC2=C(C=3N=C(N=C(C3O2)C2=CC=CC=C2)C2=CC=CC=C2)C1